(S)-N-(5-cyclopropyl-1H-pyrazol-3-yl)-2-(1-(6-methoxypyridin-2-yl)-1H-pyrazol-4-yl)propanamide C1(CC1)C1=CC(=NN1)NC([C@@H](C)C=1C=NN(C1)C1=NC(=CC=C1)OC)=O